BrC=1C=C(C(=NC1)[N+](=O)[O-])O[C@H](C)C1=C(C=CC(=C1)F)C1=NC=CC=C1OC=1C=NN(C1)CC (R)-5-bromo-3-(1-(2-(3-((1-ethyl-1H-pyrazol-4-yl)oxy)pyridin-2-yl)-5-fluorophenyl)ethoxy)-2-nitropyridine